ClC=1C=NC=C(C1[C@@H](C)OC=1C=C2C(=NNC2=CC1)C=1C=CC(=NC1)C1S(C=CN=C1)(=O)=O)Cl [5-[5-[(1R)-1-(3,5-dichloro-4-pyridinyl)ethoxy]-1H-indazol-3-yl]-2-pyridinyl]-1,4-thiazine 1,1-dioxide